C(C(C)C)C(C(=O)Cl)(C(=O)Cl)CC(C)C diisobutylmalonic acid dichloride